ethyl (2-(3-(1H-indole-2-carboxamido)-2-oxopyridin-1(2H)-yl)-3-methylbutanamido)glycinate N1C(=CC2=CC=CC=C12)C(=O)NC=1C(N(C=CC1)C(C(=O)NNCC(=O)OCC)C(C)C)=O